perfluorobutyl-diphenyl-iodonium FC=1C(=C(C(=C(C1F)F)F)[I+]C1=C(C(=C(C(=C1F)F)F)F)F)C(C(C(C(F)(F)F)(F)F)(F)F)(F)F